N-(5-(5-methoxybenzo[d]oxazol-2-yl)-8-((4-methoxybenzyl)amino)-2,7-naphthyridin-3-yl)cyclopropanecarboxamide COC=1C=CC2=C(N=C(O2)C2=C3C=C(N=CC3=C(N=C2)NCC2=CC=C(C=C2)OC)NC(=O)C2CC2)C1